methyl-1-(4-phenyl-4,7-dihydro-5H-thieno[2,3-c]pyran-7-yl)methylamine CNCC1OCC(C2=C1SC=C2)C2=CC=CC=C2